OC=1C(C=COC1)=O 5-hydroxy-4H-pyran-4-one